C1(CC1)N1N=CC=C1C1=NC(=NO1)[C@@H]1C(C12CCN(CC2)S(=O)(=O)N)(F)F (2R)-2-[5-(1-Cyclopropyl-1H-pyrazol-5-yl)-1,2,4-oxadiazol-3-yl]-1,1-difluoro-6-azaspiro[2.5]octan-6-sulfonamid